ClC(OC1=CC=C(C=C1)NC(C1=CN=C(C(=C1)C=1C=C2C(=NC1)CC=1C2=NN(C1)C1=NC=CC(=N1)C=1C=NC=CC1)N1C[C@@H](CC1)F)=O)(F)F (R)-N-(4-(chlorodifluoromethoxy)phenyl)-6-(3-fluoropyrrolidin-1-yl)-5-(2-(4-(pyridin-3-yl)pyrimidin-2-yl)-2,4-dihydropyrazolo[3',4':3,4]cyclopenta[1,2-b]pyridin-7-yl)nicotinamide